ClCC(=O)NCCCCCCNC1=C2C(N(C(C2=CC=C1)=O)C1C(NC(CC1)=O)=O)=O chloro-N-(6-([2-(2,6-dioxopiperidin-3-yl)-1,3-dioxo-2,3-dihydro-1H-isoindol-4-yl]amino)hexyl)acetamide